(5S,8S,10aR)-3-((allyloxy)carbonyl)-5-((tert-butoxycarbonyl)amino)-6-oxodecahydropyrrolo[1,2-a][1,5]diazocine-8-carboxylic acid C(C=C)OC(=O)N1CC[C@@H]2N(C([C@H](C1)NC(=O)OC(C)(C)C)=O)[C@@H](CC2)C(=O)O